N-(5-(6-(4-(tert-butyl)phenyl)-1-oxo-3,4-dihydroisoquinolin-2(1H)-yl)-2-((2-methoxyethoxy)methoxy)phenyl)ethanesulfonamide C(C)(C)(C)C1=CC=C(C=C1)C=1C=C2CCN(C(C2=CC1)=O)C=1C=CC(=C(C1)NS(=O)(=O)CC)OCOCCOC